FC(C(F)(F)F)(C1=NC=2C=3N(C=CC2C(=C1)C(F)(F)F)N=C(C3)C(=O)NN)F 2-(perfluoroethyl)-4-(trifluoromethyl)pyrazolo[1,5-h][1,7]naphthyridine-9-carbohydrazide